4-hydroxyazobenzene-2'-carboxylic acid C1=CC=C(C(=C1)C(=O)O)N=NC2=CC=C(C=C2)O